OC=1C=C2CCN(C(C2=CC1)=O)CCOCC1=CC=CC=C1 6-hydroxy-2-(2-benzyloxyethyl)-3,4-dihydroisoquinolin-1-one